CNS(=O)(=O)NCCCNC(=O)C=1C=NC2=C(C=CC=C2C1)C1=CCC(CC1)C(F)(F)F N-(3-((N-methylsulfamoyl)amino)propyl)-8-(4-(trifluoromethyl)cyclohex-1-en-1-yl)quinoline-3-carboxamide